5-(5-bromo-2-nitrophenyl)-4-isopropyl-1,2-dihydro-3H-pyrazol-3-one BrC=1C=CC(=C(C1)C1=C(C(NN1)=O)C(C)C)[N+](=O)[O-]